4-crotonlactone C1(C=CCO1)=O